N-((2,3-dihydrobenzofuran-7-yl)methyl)-3-(((4-methyl-5-(pyrimidin-4-yl)-4H-1,2,4-triazol-3-yl)methyl)amino)benzamide O1CCC2=C1C(=CC=C2)CNC(C2=CC(=CC=C2)NCC2=NN=C(N2C)C2=NC=NC=C2)=O